IC=1C(C(=CC=2[C@H](CCC3=C(C2C1)C(=C(C(=C3)OC)OC)OC)NC(C)=O)O[C@@H]3COCC3)=O N-{(S)-11-iodo-1,2,3-trimethoxy-10-oxo-9-{[(S)-tetrahydrofuran-3-yl]oxy}-5,6,7,10-tetrahydrobenzo[a]heptalen-7-yl}acetamide